ClC=1C=C2C(=CC1)NC(C21CCN(CC1)C(COC1=CC2=C(N(C=N2)C2CC(C2)(C)O)C(=C1)C(F)(F)F)C)=O 5-chloro-1'-{2-[1-(3-hydroxy-3-methylcyclobutyl)-7-(trifluoromethyl)-1H-1,3-benzimidazol-5-yloxy]-1-methylethyl}spiro[indoline-3,4'-piperidin]-2-one